ClC1=CC=C(CN2N=C(C=CC2=O)C2=CC=C(C=C2)C)C=C1 2-(4-chlorobenzyl)-6-(p-tolyl)pyridazin-3(2H)-one